FC1=C(C=CC(=C1)F)[C@H](C)NC(CN1C(NC2=CC=CC(=C2C1=O)C)=O)=O (S)-N-(1-(2,4-difluorophenyl)ethyl)-2-(5-methyl-2,4-dioxo-1,4-dihydroquinazolin-3(2H)-yl)acetamide